6-(2-amino-6-fluoro-5-(4,4,5,5-tetramethyl-1,3,2-dioxaborolan-2-yl)pyridin-3-yl)-4-methylisoquinolin-1(2H)-one NC1=NC(=C(C=C1C=1C=C2C(=CNC(C2=CC1)=O)C)B1OC(C(O1)(C)C)(C)C)F